3-(2,4-dichlorophenyl)-4-(1-methyl-1H-indol-3-yl)-2,5-dihydro-1H-pyrrole-2,5-dione ClC1=C(C=CC(=C1)Cl)C=1C(NC(C1C1=CN(C2=CC=CC=C12)C)=O)=O